3-AMINO-2-NITROBENZALDEHYDE NC=1C(=C(C=O)C=CC1)[N+](=O)[O-]